C(C)C1NCC12CN(CC2C(=O)O)C(=O)C=2C=NN(C2)CC2=CC=C(C=C2)C#N.C(=O)(O)N2C=1C=CC2=CC=2C=CC(=CC3=CC=C(N3C(=O)O)C=C3C=CC(C1)=N3)N2 dicarboxyporphyrin ethyl-6-(1-(4-cyanobenzyl)-1H-pyrazole-4-carbonyl)-2,6-diazaspiro[3.4]octane-8-carboxylate